ClC=1C=C2C(N(CCCC3=CC=CC=C3C=3C(=CC(=C(NS(C(C1OC)=C2)(=O)=O)C3)F)F)C)=O 15-chloro-21,23-difluoro-16-methoxy-11-methyl-18,18-dioxo-18λ6-thia-11,19-diazatetracyclo[18.3.1.113,17.02,7]pentacosa-1(24),2,4,6,13,15,17(25),20,22-nonaen-12-one